C(C)(C)(C)OC(=O)N1CCC(CC1)C1=NC2=C(N1CCOCC)C=CC=C2 4-(1-(2-ethoxyethyl)-1H-benzo[d]imidazole-2-yl)piperidine-1-formic acid tert-butyl ester